3-[(S)-5-methyl-4-((S)-1,1,1-trifluoro-2-hydroxypropan-2-yl)-5,6-dihydropyrazolo[1',5':1,2]pyrido[3,4-d]pyridazin-9-yl]bicyclo[1.1.1]pentane-1-carbonitrile C[C@@H]1CN2C(C=3C=NN=C(C31)[C@](C(F)(F)F)(C)O)=CC(=N2)C23CC(C2)(C3)C#N